C1(CC1)[C@H]1[C@H]2[C@@H]3CC[C@@H]4C[C@](CC[C@@H]4[C@H]3CC[C@@]2([C@H](C1)C(CN1N=C(C=C1)C(F)(F)F)=O)C)(C)O 1-((3R,5R,8R,9R,10S,13S,14S,15S,17S)-15-Cyclopropyl-3-hydroxy-3,13-dimethylhexadecahydro-1H-cyclopenta[a]phenanthren-17-yl)-2-(3-(trifluoromethyl)-1H-pyrazol-1-yl)ethan-1-one